FC=1C=C(CN2C(\C(\C3=CC=CC=C23)=C/C=2NC(=CC2C)C)=O)C=CC1F (Z)-1-(3,4-difluorobenzyl)-3-((3,5-dimethyl-1H-pyrrol-2-yl)methylene)-2-indolone